3-(4-Chloro-phenyl)-adamantane-1-carboxylic acid [3-(2-oxo-pyrrolidin-1-yl)-propyl]-amide O=C1N(CCC1)CCCNC(=O)C12CC3(CC(CC(C1)C3)C2)C2=CC=C(C=C2)Cl